C(C)(C)(C)OC(=O)N1[C@@H](CCCC1)C1=CC(=NN1)NC(=O)C=1NC2=CC(=CC(=C2C1)F)F (S)-2-(3-(4,6-difluoro-1H-indole-2-carboxamido)-1H-pyrazol-5-yl)piperidine-1-carboxylic acid tert-butyl ester